BrC1=C(C=NC=C1)C1CCOCC1 4-bromo-3-(tetrahydro-2H-pyran-4-yl)pyridine